NCCNC1=NC(=NC(=N1)NCC(C)[Si](OC(C)C)(OC(C)C)OC(C)C)[Si](OC(C)C)(OC(C)C)OC(C)C 6-(2-aminoethyl)amino-2,4-bis(triisopropoxysilyl)propylamino-1,3,5-triazine